ethyl 6-bromo-7-fluoro-4-hydroxy-1-methyl-2-oxo-quinoline-3-carboxylate BrC=1C=C2C(=C(C(N(C2=CC1F)C)=O)C(=O)OCC)O